Cl.F[C@@H]1C[C@H](N(C1)C)CN(S(=O)(=O)N)C=1C=NN(C1)C N-{[(2S,4R)-4-fluoro-1-methylpyrrolidin-2-yl]methyl}-N-(1-methyl-1H-pyrazol-4-yl)sulfamide hydrochloride